C(C)OC(NC1=C(C=C(C=C1)CNC1=CC(=CC(=C1)Cl)Cl)N)=O {2-Amino-4-[(3,5-dichlorophenylamino)methyl]phenyl}carbamic acid ethyl ester